C(CCCCCCCCCCCCCCCCCCCCCC)(=O)OC(C)C i-Propyl tricosanoate